The molecule is an oligopeptide composed of the tripeptide unit beta-alanyl-L-leucyl-L-alanyl which is connected via an aminoethyl spacer to the amino terminus of the pseudopeptide fragment N-{3-[(L-tryptophylamino)methyl]benzoyl}-L-leucyl-L-threonyl-L-valine. It has a role as a peptidomimetic. C[C@H]([C@@H](C(=O)N[C@@H](C(C)C)C(=O)O)NC(=O)[C@H](CC(C)C)NC(=O)C1=CC=CC(=C1)CNC(=O)[C@H](CC2=CNC3=CC=CC=C32)NCCNC(=O)[C@H](C)NC(=O)[C@H](CC(C)C)NC(=O)CCN)O